bis(benzimidazolyl)neodymium N1=C(NC2=C1C=CC=C2)[Nd]C=2NC1=C(N2)C=CC=C1